FC1=CC=C(CC=2SC=C(N2)C2=CC=C(C(=O)NCCCO)C=C2)C=C1 4-(2-(4-fluorobenzyl)thiazol-4-yl)-N-(3-hydroxypropyl)benzamide